C(C)(C)(C)OC(N[C@](CO[Si](C)(C)C(C)(C)C)(C)C1=NC=CC(=C1)Br)=O |r| rac-(2-(4-bromopyridin-2-yl)-1-((tert-butyldimethylsilyl)oxy)propan-2-yl)carbamic acid tert-butyl ester